C(C)S(=O)(=O)C1=C(C(=O)NC2=CC=C(C=C2)S(=O)(=O)N2CCN(CC2)C2=CC(=CC=C2)C(F)(F)F)C=CC=C1 2-(Ethylsulfonyl)-N-(4-((4-(3-(trifluoromethyl)phenyl)piperazin-1-yl)sulfonyl)phenyl)benzamide